O3-tert-butyl O4-methyl (4R,5S)-2,2,5-trimethyloxazolidine-3,4-dicarboxylate CC1(O[C@H]([C@@H](N1C(=O)OC(C)(C)C)C(=O)OC)C)C